FC(C=1C=CC(=NC1)CC1CCC2(CN(C2)C(=O)N2CC3(C2)NC(NC3)=O)CC1)(F)F 2-[7-[[5-(trifluoromethyl)-2-pyridinyl]methyl]-2-azaspiro[3.5]nonane-2-carbonyl]-2,5,7-triazaspiro[3.4]octan-6-one